4-(4,4-dimethyl-2,5-dioxo-3-(2-(isoquinolin-8-ylamino)ethyl)imidazolin-1-yl)-2-(trifluoromethyl)benzonitrile CC1(N(C(N(C1=O)C1=CC(=C(C#N)C=C1)C(F)(F)F)=O)CCNC=1C=CC=C2C=CN=CC12)C